1,1-bis(5-tert-butyl-4-hydroxy-2-methylphenyl)-3-n-dodecyl-mercaptobutane C(C)(C)(C)C=1C(=CC(=C(C1)C(CC(C)CCCCCCCCCCCC)(C1=C(C=C(C(=C1)C(C)(C)C)O)C)S)C)O